4-[4-Cyano-3-hydroxy-6-(3-fluoro-benzyl)-pyridin-2-yl]-4-oxo-butyric acid ethyl ester C(C)OC(CCC(=O)C1=NC(=CC(=C1O)C#N)CC1=CC(=CC=C1)F)=O